N-(2,2-difluoroethyl)-6-fluoro-N-(3-fluoro-5-((1-methylcyclopropyl)ethynyl)phenyl)-1-methyl-1H-[1,2,3]triazolo[4,5-c][2,6]naphthyridin-5-amine FC(CN(C1=NC2=C(C=3C=NC=C(C13)F)N(N=N2)C)C2=CC(=CC(=C2)C#CC2(CC2)C)F)F